N-((S)-2-((S,Z)-3-((((9H-fluoren-9-yl)methoxy)carbonyl)(methyl)amino)-2-oxo-3,4,7,8-tetrahydroazocin-1(2H)-yl)-3-(4-fluorophenyl)propanoyl)-N-methylglycine C1=CC=CC=2C3=CC=CC=C3C(C12)COC(=O)N([C@@H]1C(N(CC\C=C/C1)[C@H](C(=O)N(CC(=O)O)C)CC1=CC=C(C=C1)F)=O)C